monobromophthalic anhydride BrC1=C2C(C(=O)OC2=O)=CC=C1